4-[(2-methylpropan-2-yl)oxy]aniline CC(C)(C)OC1=CC=C(N)C=C1